FC(C1=NN(C(=C1)OC)C1=NC(=CC=C1C(C)O)N1C=NC2=C1C=C(C=C2)NC=2N=NC(=CC2)C)F 1-[2-[3-(difluorometh-yl)-5-methoxy-pyrazol-1-yl]-6-[6-[(6-methyl-pyridazin-3-yl)amino]-benzimidazol-1-yl]-3-pyridyl]ethanol